4-(4-hydroxybutyl)-5'-methyl-2'-(prop-1-en-2-yl)-1',2',3',4'-tetrahydro-[1,1'-Biphenyl]-2,6-diol OCCCCC=1C=C(C(=C(C1)O)C1C(CCC(=C1)C)C(=C)C)O